C(C)(C)C1=CC=C(C=C1)C(CC1=NCCC2=C1NC1=CC(=CC=C21)OC)CC2=NCCC1=C2NC2=CC(=CC=C12)OC 1,1'-(2-(4-isopropylphenyl)propane-1,3-diyl)bis(7-methoxy-4,9-dihydro-3H-pyrido[3,4-b]indole)